N-[(3S)-oxan-3-yl]imidazo[1,2-b]pyridazine-3-carboximidamide O1C[C@H](CCC1)NC(=N)C1=CN=C2N1N=CC=C2